4-isopropyl-1,2,5-oxadiazole-3-carboxamide Trimethyl-phosphite COP(OC)OC.C(C)(C)C=1C(=NON1)C(=O)N